7-amino-2-methyl-5-(methylsulfonyl)-3-(trifluoromethyl)pyrazolo[1,5-a]pyrimidine-6-carbonitrile NC1=C(C(=NC=2N1N=C(C2C(F)(F)F)C)S(=O)(=O)C)C#N